7-(hydroxymethyl)tridecanedioic acid dibenzyl ester C(C1=CC=CC=C1)OC(CCCCCC(CCCCCC(=O)OCC1=CC=CC=C1)CO)=O